NC1C(CCC1)CO 2-amino-1-(hydroxymethyl)cyclopentane